CNC(=O)C=1SC=CC1NC=1C2=C(N=C(N1)NC1=CC=CC=C1)C=CS2 N-methyl-3-((2-(phenylamino)thieno[3,2-d]pyrimidin-4-yl)amino)thiophene-2-carboxamide